mercaptooctyl-triethoxysilane 2-[2-[2-[2-[2-[bis(tert-butoxycarbonyl)amino]ethoxy]ethoxy]ethoxy]ethoxy]ethyl-4-methylbenzenesulfonate C(C)(C)(C)OC(=O)N(CCOCCOCCOCCOCCOS(=O)(=O)C1=CC=C(C=C1)C)C(=O)OC(C)(C)C.SCCCCCCCC[Si](OCC)(OCC)OCC